CC(=CC=C)C 4-Methyl-1,3-Pentadien